C(C)S(=O)(=O)NC1=C(C=C(C=C1)C1=NNC(=C1C(=O)N)NC1=NC=CC=C1)OCC(C)C 3-(4-(ethylsulfonamido)-3-isobutoxyphenyl)-5-(pyridin-2-ylamino)-1H-pyrazole-4-carboxamide